C(#C)C=1C=C(C(=NC1N1N=CC=N1)C)NC(=O)C=1C=NN(C1C(F)(F)F)C1=C2C=CNC(C2=CC=C1)=O N-(5-Ethynyl-2-methyl-6-(2H-1,2,3-triazol-2-yl)pyridin-3-yl)-1-(1-oxo-1,2-dihydroisochinolin-5-yl)-5-(trifluoromethyl)-1H-pyrazol-4-carboxamid